2-(1-(trifluoromethyl)cyclopropyl)acetic acid FC(C1(CC1)CC(=O)O)(F)F